ClC1=NC=CC(=C1)C=O (2-chloropyridin-4-yl)methanone